1-(3-chloro-5'-fluoro-2'-hydroxy-3'-(5-(6-methyl-2,6-diazaspiro[3.3]heptan-2-yl)pyridin-3-yl)-[1,1'-biphenyl]-4-yl)-3-methyl-1H-imidazol-2(3H)-one ClC=1C=C(C=CC1N1C(N(C=C1)C)=O)C1=C(C(=CC(=C1)F)C=1C=NC=C(C1)N1CC2(C1)CN(C2)C)O